ClC1=C(C=CC=C1)[C@@H](C)OC(=O)NC=1C(=NOC1C1CCN(CC1)C1=CC=C(C=C1)C1(CC1)C(=O)O)C (4-{4-[4-({[(1R)-1-(2-chlorophenyl)ethoxy]carbonyl}amino)-3-methyl-1,2-oxazol-5-yl]piperidin-1-yl}phenyl)cyclopropane-1-carboxylic acid